FC(C=1C=CC(=C(C1)C(C(=O)O)C)C(F)(F)F)F 5-(difluoromethyl)-2-(trifluoromethyl)-phenylpropionic acid